3-(2-(phenylsulfonylmethyl)-benzyl)-5-methyl-1-oxa-5-azaspiro[5.5]undec-7,10-diene-4,9-dione C1(=CC=CC=C1)S(=O)(=O)CC1=C(CC2COC3(N(C2=O)C)C=CC(C=C3)=O)C=CC=C1